(S)-4-Benzyl-N-(7-bromo-5-methyl-4-oxo-2,3,4,5-tetrahydrobenzo[b][1,4]oxazepin-3-yl)-1H-pyrazole-1-carboxamide C(C1=CC=CC=C1)C=1C=NN(C1)C(=O)N[C@@H]1C(N(C2=C(OC1)C=CC(=C2)Br)C)=O